C(C)(C)(C)OC(=O)N1C(CN(CC1)C1=CC(=NC=2CNCCC12)O)CC#N 2-(cyanomethyl)-4-(2-hydroxy-5,6,7,8-tetrahydro-1,7-naphthyridin-4-yl)piperazine-1-carboxylic acid tert-butyl ester